NC1(CC=CC=C1)NC(CCCC1=CC=C(C=C1)C)=O N-(1-aminophenyl)-4-methyl-benzenebutanamide